C(C)N1CCN(CC1)C1CCN(CC1)C1=C(C=C(C=C1)NC1=NC(=C2C(=N1)NN=C2)NC=2C=CC=C1CCN(C21)S(=O)(=O)C)F N6-(4-(4-(4-ethylpiperazin-1-yl)piperidin-1-yl)-3-fluorophenyl)-N4-(1-(methylsulfonyl)indolin-7-yl)-1H-pyrazolo[3,4-d]pyrimidine-4,6-diamine